4-((dimethylamino)methyl)benzoyl chloride CN(C)CC1=CC=C(C(=O)Cl)C=C1